ClC1=C(C=CC(=C1)OCC=1C(=NOC1C1CC1)C1=C(C=C(C=C1Cl)F)Cl)C1(CN(C1)C1=NC=C(C(=O)OC)C=C1F)O methyl 6-(3-(2-chloro-4-((5-cyclopropyl-3-(2,6-dichloro-4-fluorophenyl)isoxazol-4-yl)methoxy)phenyl)-3-hydroxyazetidin-1-yl)-5-fluoronicotinate